6-butyl-3-((4-(6-fluoro-2-methylpyridin-3-yl)phenyl)sulfonyl)-5-(2-methyl-3,4-dihydroquinolin-1(2H)-yl)pyridine-2,4-diol C(CCC)C1=C(C(=C(C(=N1)O)S(=O)(=O)C1=CC=C(C=C1)C=1C(=NC(=CC1)F)C)O)N1C(CCC2=CC=CC=C12)C